(1s,2s)-N-(6-(7-(1,1-difluoropropan-2-yl)-6-fluoro-5-methyl-1H-indazol-4-yl)imidazo[1,2-a]pyrazin-2-yl)-2-fluorocyclopropane-1-carboxamide FC(C(C)C=1C(=C(C(=C2C=NNC12)C=1N=CC=2N(C1)C=C(N2)NC(=O)[C@H]2[C@H](C2)F)C)F)F